NC=1C(=NC(=C(N1)F)C1=CC(=C(C=C1)C1CCOCC1)CN1[C@H](CCC1)C)C1=CC(=C2C(NC(=NC2=C1)C)=O)F (S)-7-(3-amino-5-fluoro-6-(3-((2-methylpyrrolidin-1-yl)methyl)-4-(tetrahydro-2H-pyran-4-yl)phenyl)pyrazin-2-yl)-5-fluoro-2-methylquinazolin-4(3H)-one